tert-Butyl N-[5-[2-chloro-4-[2-[[3-(3-methyl-1-bicyclo[1.1.1]pentanyl)isoxazol-5-yl]amino]-2-oxo-ethyl]phenyl]-4-cyano-2-isopropyl-pyrazol-3-yl]carbamate ClC1=C(C=CC(=C1)CC(=O)NC1=CC(=NO1)C12CC(C1)(C2)C)C=2C(=C(N(N2)C(C)C)NC(OC(C)(C)C)=O)C#N